ClC1=C(C(=CC(=C1)C(C(F)(F)F)(C(F)(F)F)F)C(F)(F)F)N1N=CC=C1 1-[2-Chloro-4-(1,1,1,2,3,3,3-heptafluoropropan-2-yl)-6-(trifluoromethyl)phenyl]-1H-pyrazole